C(C=C)(=O)NCC1=CC=2N(C(N(CC2C=N1)C1=C(C(=CC(=C1F)OC)OC)F)=O)CC1CCN(CC1)C(=O)NC(C)C 4-((7-(acrylamidomethyl)-3-(2,6-difluoro-3,5-dimethoxyphenyl)-2-oxo-3,4-dihydropyrido[4,3-d]pyrimidin-1(2H)-yl)methyl)-N-isopropylpiperidine-1-carboxamide